manganese silicon alloyl-manganese C(C=C)(=O)[Mn].[Si].[Mn]